phosphoric acid (Trihydrogenphosphat) P(=O)(O)(O)O.P(O)(O)(O)=O